4-[4-[[3-[1-[2-(dimethylamino)ethyl]pyrrol-2-yl]-1-(3-hydroxy-1-methyl-propyl)pyrazolo[4,3-c]pyridin-6-yl]amino]pyrimidin-2-yl]-2-methyl-pyrazol-3-ol CN(CCN1C(=CC=C1)C1=NN(C2=C1C=NC(=C2)NC2=NC(=NC=C2)C2=C(N(N=C2)C)O)C(CCO)C)C